2-(2-((5-(1-aminoisoquinolin-7-yl)-1-(2-fluoroethyl)-1H-indazol-3-yl)methoxy)phenyl)acetic acid NC1=NC=CC2=CC=C(C=C12)C=1C=C2C(=NN(C2=CC1)CCF)COC1=C(C=CC=C1)CC(=O)O